C1(CCCC1)N1C(N(C=2C=NC(=CC21)NC2=C(C#N)C=C(C=C2)OC)C)=O 2-((1-Cyclopentyl-3-methyl-2-oxo-2,3-dihydro-1H-imidazo[4,5-c]pyridin-6-yl)amino)-5-methoxybenzonitrile